6-Bromo-8-chloro-3-fluoroimidazo[1,2-a]pyrazine BrC=1N=C(C=2N(C1)C(=CN2)F)Cl